8-(2-Diisopropylamino-ethylsulfanyl)-6,6-dimethyl-6H-benzo[b]naphtho[2,3-d]furan-11-one C(C)(C)N(CCSC=1C=C2C(C3=C(C4=C(O3)C=CC=C4)C(C2=CC1)=O)(C)C)C(C)C